3-bromo-N-(1-methyl-1H-pyrazol-4-yl)imidazo[1,2-a]pyrazin-8-amine BrC1=CN=C2N1C=CN=C2NC=2C=NN(C2)C